OC1(CCN(CC1)C(=O)[C@H]1[C@@H](CN(CC1)CC1=CN=C(S1)C=1C=NC(=CC1)C)C1=CC=CC=C1)CN1C=NC2=C(C1=O)C=NN2C2=CC=CC=C2 5-[[4-hydroxy-1-[(3R,4R)-1-[[2-(6-methyl-3-pyridinyl)thiazol-5-yl]methyl]-3-phenyl-piperidine-4-carbonyl]-4-piperidinyl]methyl]-1-phenyl-pyrazolo[3,4-d]pyrimidin-4-one